C1(=CC=CC=C1)N1CC(CC=C1)=O 1-Phenyl-3(1H)pyridone